(1-(2,6-dioxopiperidin-3-yl)-2-oxo-1,2-dihydrobenzo[cd]indol-4-yl)methyl(3-(morpholinomethyl)-5-(trifluoromethoxy)phenyl)carbamate O=C1NC(CCC1N1C(C2=C3C(C=CC=C13)=CC(=C2)OC(N(C2=CC(=CC(=C2)OC(F)(F)F)CN2CCOCC2)C)=O)=O)=O